BrC1=C(C(=C(C=C1)F)C(F)(F)F)F 1-bromo-2,4-difluoro-3-trifluoromethyl-benzene